N4-cyclopropyl-N2-(1,2,3,4-tetrahydroisoquinolin-6-yl)-5-(trifluoromethyl)pyrimidine-2,4-diamine C1(CC1)NC1=NC(=NC=C1C(F)(F)F)NC=1C=C2CCNCC2=CC1